6-(5-(5-(cyclopropylmethyl)-4,5,6,7-tetrahydrothieno[3,2-c]pyridin-2-yl)-2-hydroxy-3-methoxybenzoyl)-3-isopentyl-3,4-dihydropyrido[2,3-d]pyrimidin-2(1H)-one C1(CC1)CN1CC2=C(CC1)SC(=C2)C=2C=C(C(=C(C(=O)C1=CC3=C(NC(N(C3)CCC(C)C)=O)N=C1)C2)O)OC